4-({4-[5-(trifluoromethyl)-1,2,4-oxadiazol-3-yl]benzyl}amino)benzonitrile FC(C1=NC(=NO1)C1=CC=C(CNC2=CC=C(C#N)C=C2)C=C1)(F)F